C1(=C(C(=C(C2=C(C3=C(C4=C(C5=C(C(=C(C(=C5C(=C4C(=C3C(=C12)[2H])[2H])[2H])[2H])[2H])[2H])[2H])[2H])[2H])[2H])[2H])[2H])[2H])[2H] Pentacene-d14